O=C1NC(CCC1C1=CC(=C(C=C1)N1CCC(CC1)CN(C1CCC(CC1)NC(OC(C)(C)C)=O)C)F)=O tert-butyl ((1s,4s)-4-(((1-(4-(2,6-dioxopiperidin-3-yl)-2-fluorophenyl)piperidin-4-yl)methyl)(methyl)amino)cyclohexyl)carbamate